N-((3-(2,6-difluoro-3,5-dimethoxyphenyl)-1-(2,2-difluoroethyl)-2-oxo-1,2,3,4-tetrahydropyrido[4,3-d]pyrimidin-7-yl)methyl)acrylamide FC1=C(C(=C(C=C1OC)OC)F)N1C(N(C2=C(C1)C=NC(=C2)CNC(C=C)=O)CC(F)F)=O